trimethylsilylmethylcyclopentadienyl-(cyclopentadienyldimethyl-hafnium (IV)) C[Si](C)(C)CC1(C=CC=C1)[Hf](C)(C)C1C=CC=C1